C1C2=C(OC1)C=CC=1CCC(C12)CC#N 2-(1,2,6,7-tetrahydro-8H-indeno[5,4-b]furan-8-yl)acetonitrile